[Br-].[Cr+3].[Br-].[Br-] chromium bromide salt